tert-butyl (E)-(4-fluorophenethyl)(5-(3-oxo-3-(((tetrahydro-2H-pyran-2-yl)oxy)amino)prop-1-en-1-yl)-2,3-dihydro-1H-inden-1-yl)carbamate FC1=CC=C(CCN(C(OC(C)(C)C)=O)C2CCC3=CC(=CC=C23)\C=C\C(NOC2OCCCC2)=O)C=C1